N4-(4-([1,2,4]triazolo[1,5-a]pyridin-7-yloxy)-3-methylphenyl)-5-((3,3-difluoro-1-methylpiperidin-4-yl)oxy)quinazoline-4,7-diamine N=1C=NN2C1C=C(C=C2)OC2=C(C=C(C=C2)NC2=NC=NC1=CC(=CC(=C21)OC2C(CN(CC2)C)(F)F)N)C